(4aR,8aS)-hexahydro-2H-pyrido[4,3-b][1,4]oxazin-3(4H)-one (2S,3S)-2,3-bis((4-methylbenzoyl)oxy)succinate CC1=CC=C(C(=O)O[C@H](C(=O)O)[C@@H](C(=O)O)OC(C2=CC=C(C=C2)C)=O)C=C1.O1[C@@H]2[C@H](NC(C1)=O)CNCC2